2-(5-fluoro-2,4-dinitrophenoxy)ethanol FC=1C(=CC(=C(OCCO)C1)[N+](=O)[O-])[N+](=O)[O-]